C1(CC1)CNC1=C(C#N)C=C(C=C1)C1=NC(=NO1)C1=CC2=C(NC(O2)=O)C=C1 2-(cyclopropylmethyl-amino)-5-[3-(2-oxo-3H-1,3-benzoxazol-6-yl)-1,2,4-oxadiazol-5-yl]benzonitrile